(14-((2-(2,6-Dioxopiperidin-3-yl)-1,3-Dioxoisoindolin-4-yl)amino)-3,6,9,12-tetraoxatetradecyl)carbamic acid tert-butyl ester C(C)(C)(C)OC(NCCOCCOCCOCCOCCNC1=C2C(N(C(C2=CC=C1)=O)C1C(NC(CC1)=O)=O)=O)=O